FC1=C(C(=O)O[C@@H]2[C@H]([C@H]([C@H](O[C@@]23CCCO3)CO)O)N3N=NC(=C3)C3=CC(=C(C(=C3)F)F)F)C=CC=C1F (5S,7R,8R,9S,10R)-8-hydroxy-7-(hydroxymethyl)-9-(4-(3,4,5-trifluorophenyl)-1H-1,2,3-triazol-1-yl)-1,6-dioxaspiro[4.5]decan-10-yl 2,3-difluorobenzoate